1-(4'-ethoxy-[1,1'-biphenyl]-4-yl)ethan-1-one C(C)OC1=CC=C(C=C1)C1=CC=C(C=C1)C(C)=O